ClC1=CC(=C(N=N1)NC1C[C@@H]2[C@@H](CN(C2)C(=O)OC(C)(C)C)C1)C(F)F tert-butyl (3aR,5s,6aS)-5-((6-chloro-4-(difluoromethyl)pyridazin-3-yl)amino)hexahydrocyclopenta[c]pyrrole-2(1H)-carboxylate